COC1=C(C=C(C=C1)C1CN(C(C1)=O)C)S(=O)(=O)NC(=O)C1=NC2=CC=CC(=C2C=C1)C1=NC=CC=C1 N-((2-methoxy-5-(1-methyl-5-oxopyrrolidin-3-yl)phenyl)sulfonyl)-5-(pyridin-2-yl)quinoline-2-carboxamide